5-(7-{[1-(cyclopropanesulfonyl)azetidin-3-yl]methyl}-1-fluoro-3-hydroxynaphthalen-2-yl)-1λ6,2,5-thiadiazolidine-1,1,3-trione C1(CC1)S(=O)(=O)N1CC(C1)CC1=CC=C2C=C(C(=C(C2=C1)F)N1CC(NS1(=O)=O)=O)O